[N+](=O)([O-])C1=CC=C(C(=C1)C1=CC=CC=C1)C(=O)O 5-nitro-[1,1'-biphenyl]-2-carboxylic acid